1-[6-[3-(5-chloro-2,4-difluoro-phenyl)-1H-pyrazol-4-yl]-1,5-naphthyridin-3-yl]-N-methyl-azetidin-3-amine ClC=1C(=CC(=C(C1)C1=NNC=C1C=1N=C2C=C(C=NC2=CC1)N1CC(C1)NC)F)F